O[C@H]1[C@@H](COC[C@@H]1N1C2=CC=CC=C2OC=2C=CC=CC12)NS(=O)(=N)C1=CC=C(C=C1)OC(F)(F)F N-[(3R,4R,5S)-4-hydroxy-5-(10H-phenoxazin-10-yl)oxan-3-yl]-4-(trifluoromethoxy)benzene-1-sulfonimidoamide